1,2-bis(4-pyridyl)vinylpyridine N1=CC=C(C=C1)C(=CC1=CC=NC=C1)C1=NC=CC=C1